ClC=1C=CC(=C2C=C(NC12)C(=O)N1[C@@H]2CC([C@H]([C@H]1C(=O)N[C@@H](C[C@@H]1C(NCCC1)=O)C#N)CC2)(F)F)F (1S,3S,4S)-2-(7-chloro-4-fluoro-1H-indole-2-carbonyl)-N-[(1S)-1-cyano-2-[(3R)-2-oxo-3-piperidyl]ethyl]-5,5-difluoro-2-azabicyclo[2.2.2]octane-3-carboxamide